CC1=C(C=C(C=C)C=C1)[N+](=O)[O-] 4-methyl-3-nitro-styrene